[[3-(ethoxycarbonyl)phenyl]amino]acetic acid C(C)OC(=O)C=1C=C(C=CC1)NCC(=O)O